FC(S(=O)(=O)O)(F)F.C(CCC)OC1=CC=C(C2=CC=CC=C12)S1CCCC1 1-(4-n-butoxynaphthalene-1-yl)tetrahydrothiophene trifluoromethanesulfonate